C1(=CC=CC=C1)C1=NNC=C1CNC(=O)C1=CC=CC=2CCCCC12 N-((3-phenyl-1H-pyrazol-4-yl)methyl)-5,6,7,8-tetrahydronaphthalene-1-carboxamide